C(C)(=O)OCCC=CCCOC(C)=O 1,6-diacetoxy-3-hexene